ClC1(NSC=C1Cl)C(=O)N 3,4-dichloroisothiazolecarboxamide